niobium pentaethanoate C(C)(=O)[O-].C(C)(=O)[O-].C(C)(=O)[O-].C(C)(=O)[O-].C(C)(=O)[O-].[Nb+5]